N1,1,2-trimethylethane-1,2-diamine CNC(C(N)C)C